3-amino-4-(3-methoxyphenyl)but-2-enoic acid ethyl ester C(C)OC(C=C(CC1=CC(=CC=C1)OC)N)=O